C(CCCCCCCCCCCCCCCCC(C)C)O isoicosyl alcohol